Argininosuccinic acid N([C@@H](CCCNC(N)=N)C(=O)O)C(C(=O)O)CC(=O)O